C(C)C=1C=C(C=CC1)F m-ethyl-fluorobenzene